2-(2-{[2-(1H-1,3-benzodiazol-2-yl)ethyl]amino}ethyl)-N-benzyl-[1,3]thiazolo[5,4-d]pyrimidin-7-amine N1C(=NC2=C1C=CC=C2)CCNCCC=2SC=1N=CN=C(C1N2)NCC2=CC=CC=C2